C(C)OC(=O)[C@@H]1[C@H](C1)C1=NC(=NC(=N1)C)SC.BrC=1C=C2CCC(C2=CC1)([2H])[2H] |r| 5-bromo-2,3-dihydro-1H-indene-1,1-d2 rac-ethyl-(1S*,2S*)-2-(4-methyl-6-(methylthio)-1,3,5-triazin-2-yl)cyclopropane-1-carboxylate